C1=C(C=CC2=C(C(=CC=C12)C(=O)O)C(=O)O)C(=O)O 2,5,6-naphthalenetricarboxylic acid